C(#N)C1=CC=C(N=N1)C1=CN=C2N1C=C(C=C2N2C[C@H](N(CC2)C(C(C)C)=O)C)S(=O)(=O)NC2(CC2)C (R)-3-(6-cyanopyridazin-3-yl)-8-(4-isobutyryl-3-methylpiperazin-1-yl)-N-(1-methylcyclopropyl)imidazo[1,2-a]pyridine-6-sulfonamide